Cl.NC(C(=O)N1CCN(CC1)C(=O)NC1=NC(N(C=C1)C1=CC=C(C=C1)CN1CC2C(C2C1)CN)=O)(C)C 4-(2-Amino-2-methylpropanoyl)-N-[1-(4-{[exo-6-(aminomethyl)-3-azabicyclo[3.1.0]hexan-3-yl]methyl}phenyl)-2-oxo-1,2-dihydropyrimidin-4-yl]piperazine-1-carboxamide hydrochloride salt